(5-cyclopropyl-4-(piperidin-3-ylamino)-2-((1-(tetrahydro-2H-pyran-4-yl)-1H-pyrazol-4-yl)amino)-7H-pyrrolo[2,3-d]pyrimidin-7-yl)methanol C1(CC1)C1=CN(C=2N=C(N=C(C21)NC2CNCCC2)NC=2C=NN(C2)C2CCOCC2)CO